BrC1=CC=C(C=C1)NC(=O)N1CC2(C1)CCC(CC2)C2=CC=NC1=CC=C(C=C21)F N-(4-Bromophenyl)-7-(6-fluorochinolin-4-yl)-2-azaspiro[3.5]nonan-2-carboxamid